(4-Hydroxyphenylmethyl)-1H-pyrazole OC1=CC=C(C=C1)CN1N=CC=C1